N(=[N+]=[N-])C1CC2(C1)CC(C2)[C@H]2N(C[C@@H](CC2)C)C(C(=O)NC=2C=C(C(=NC2)NC(OC(C)(C)C)=O)C)=O tert-butyl N-[5-[[2-[(2S,5R)-2-(2-azidospiro[3.3]heptan-6-yl)-5-methyl-1-piperidyl]-2-oxo-acetyl]amino]-3-methyl-2-pyridyl]carbamate